CC1(O[C@H]2[C@@H](O1)C(C[C@@H]2CC2CN(C2)C(=O)OC(C)(C)C)=O)C tert-Butyl 3-(((3aR,4S,6aR)-2,2-dimethyl-6-oxotetrahydro-4H-cyclopenta[d][1,3]dioxol-4-yl)methyl)azetidine-1-carboxylate